O1COC2=C1C=CC(=C2)COC=2C(=CC(=NC2)NC(C)=O)NC2=NC(=NC(=C2)C)C(C)(F)F N-(5-(benzo[d][1,3]dioxol-5-ylmethoxy)-4-((2-(1,1-difluoroethyl)-6-methylpyrimidin-4-yl)amino)pyridin-2-yl)acetamide